F[C@H]1[C@@H](CN(C1)C1=NC(=C2N=CN(C2=N1)C)NC=1C(=NN(C1)C)OC)NC(OC(C)(C)C)=O tert-butyl N-[(3R,4R)-4-fluoro-1-[6-[(3-methoxy-1-methyl-pyrazol-4-yl)amino]-9-methyl-purin-2-yl] pyrrolidin-3-yl]carbamate